FC=1C(=NC=C(C1)C(F)(F)F)CN[C@@H](COC)C (R)-N-((3-fluoro-5-(trifluoromethyl)pyridin-2-yl)methyl)-1-methoxypropan-2-amine